p-methoxymercaptobenzene COSC1=CC=CC=C1